C(#N)C1=CN=C2N1C(=CC(=C2)C=2N=NN(C2C)C2CCN(CC2)C(=O)OC(C)(C)C)O tert-Butyl 4-(4-[3-cyano-5-hydroxyimidazo[1,2-a]pyridin-7-yl]-5-methyl-1,2,3-triazol-1-yl)piperidine-1-carboxylate